2'-(3-aminopiperidin-1-yl)-N-(3-fluorobenzyl)-[2,4'-bipyridyl]-6-amine NC1CN(CCC1)C1=NC=CC(=C1)C1=NC(=CC=C1)NCC1=CC(=CC=C1)F